CO[C@H]1[C@@H](O[C@@H]([C@H]1O)CO)N1C=NC=2C(O)=NC=NC12 2'-O-Methyl-inosine